C1(CCC1)OC1=NC(=NC=C1C(=O)OCC)SC Ethyl 4-cyclobutoxy-2-(methylsulfanyl)pyrimidine-5-carboxylate